tert-butyl-[3-[4-[2,3-difluoro-4-(4,4,5,5-tetramethyl-1,3,2-dioxaborolan-2-yl)phenyl]-5-methyl-pyrazol-1-yl]propoxy]-dimethyl-silane C(C)(C)(C)[Si](C)(C)OCCCN1N=CC(=C1C)C1=C(C(=C(C=C1)B1OC(C(O1)(C)C)(C)C)F)F